N-[2-methyl-6-(trifluoromethyl)-3-pyridyl]-5-phenyl-1H-pyrrole-3-sulfonamide CC1=NC(=CC=C1NS(=O)(=O)C1=CNC(=C1)C1=CC=CC=C1)C(F)(F)F